3-((5-(3-(2-fluoroethyl)-2-methyl-3H-imidazo[4,5-b]pyridin-5-yl)pyrrolo[2,1-f][1,2,4]triazin-2-yl)amino)cyclobutan-1-ol FCCN1C(=NC=2C1=NC(=CC2)C=2C=CN1N=C(N=CC12)NC1CC(C1)O)C